C(#N)C=1C(=C(C=CC1)[C@@H](C)NC1=NC(=NC2=CC(=C(C=C12)N1CCC2(CCN(CC2)C(=O)OC(C)(C)C)CC1)OC)C)C tert-butyl (R)-9-(4-((1-(3-cyano-2-methylphenyl)ethyl)amino)-7-methoxy-2-methylquinazolin-6-yl)-3,9-diazaspiro[5.5]undecane-3-carboxylate